C(CC)OC1(OCCC1)C 2-propoxy-2-methyltetrahydrofuran